3-(2,5-dichloropyrimidin-4-yl)-7-methoxy-1H-indole ClC1=NC=C(C(=N1)C1=CNC2=C(C=CC=C12)OC)Cl